ONC(=O)C1=CC2=C(CN([C@H](CO2)C2=CC=CC=C2)C(CC(C)(C)O)=O)C=C1 (S)-N-hydroxy-4-(3-hydroxy-3-methylbutyryl)-3-phenyl-2,3,4,5-tetrahydrobenzo[f][1,4]oxazepine-8-carboxamide